NC1=NC=2C=CC(=CC2C2=C1C=NN2C)C(=O)N(CC=2C=NC(=CC2)C(F)(F)F)OC(C)(C)C 4-amino-N-(tert-butoxy)-1-methyl-N-((6-(trifluoromethyl)pyridin-3-yl)methyl)-1H-pyrazolo[4,3-c]quinoline-8-carboxamide